3,8-bis(hydroxymethyl)-tricyclo[5.2.1.02,6]decane OCC1C2C3CC(C(C2CC1)C3)CO